FC(C=1C=C(C=CC1)S(=O)(=O)C1=CC=C(C=C1)CNC(=O)C=1C=C2C(=NC1)NN=C2)(F)F N-[[4-[[3-(Trifluoromethyl)phenyl]sulfonyl]phenyl]methyl]-1H-pyrazolo[3,4-b]pyridine-5-carboxamide